2,2'-[5-(1H-1,2,4-triazol-1-ylmethyl)-1,3-phenylene]bis(2-methylpropanenitrile) N1(N=CN=C1)CC=1C=C(C=C(C1)C(C#N)(C)C)C(C#N)(C)C